COC1=C(C=CC=C1)S(=O)(=O)N1CCC(CC1)C(=O)NC=1C=CC2=C(N=CS2)C1 1-((2-methoxyphenyl)sulfonyl)N-(benzo[d]thiazol-5-yl)-piperidine-4-carboxamide